C(C)(C)C1=C(C(=CC(=C1)C(C)C)C(C)C)S(=O)(=O)Cl 2,4,6-triisopropylbenzensulfonyl chloride